C(C1CO1)OCCCO[Si](OC)(OC)OC gamma-(2,3-epoxypropoxy)propoxytrimethoxysilane